SSS Trisulphan